di(3-Methylphenyl)methane titanium acetate C(C)(=O)[O-].[Ti+4].CC=1C=C(C=CC1)CC1=CC(=CC=C1)C.C(C)(=O)[O-].C(C)(=O)[O-].C(C)(=O)[O-]